5-chloro-7-((2S,5R)-4-((R)-(4-chlorophenyl)((S)-2,2-difluorocyclopropyl)methyl)-5-ethyl-2-methylpiperazin-1-yl)-3-(((R)-tetrahydrofuran-2-yl)methyl)-3H-[1,2,3]triazolo[4,5-d]pyrimidine ClC=1N=C(C2=C(N1)N(N=N2)C[C@@H]2OCCC2)N2[C@H](CN([C@@H](C2)CC)[C@H]([C@H]2C(C2)(F)F)C2=CC=C(C=C2)Cl)C